FC=1C=C(C=C(C1)F)NC1=NS(C2=C1C=CC(=C2)C#N)(=O)=O 3-((3,5-difluorophenyl)amino)-6-cyano-benzo[d]isothiazole 1,1-dioxide